N-[1-(4-Fluorophenyl)-2-hydroxyethyl]-6-(2-naphthyl)-4-oxo-5H-pyrazolo[1,5-a]pyrazine-2-carboxamide FC1=CC=C(C=C1)C(CO)NC(=O)C1=NN2C(C(NC(=C2)C2=CC3=CC=CC=C3C=C2)=O)=C1